3-Hydroxybutan-2-yl-8-{[(2,5-dimethylphenyl)acetyl]amino}-2,3-dimethyl-1,4-dioxaspiro[4.5]decane-8-carboxylate OC(C(C)OC(=O)C1(CCC2(OC(C(O2)C)C)CC1)NC(CC1=C(C=CC(=C1)C)C)=O)C